ClC1=CC(=NC(=N1)OC(C)C)NCCC1=CNC2=CC=CC=C12 6-chloro-N-[2-(1H-indol-3-yl)ethyl]-2-isopropoxy-pyrimidin-4-amine